CS(C([O-])=S)CCC1(CC1)C#N (2-(1-cyanocyclopropyl) ethyl) S-methyldithiocarbonate